N-[2-[bis(2-carboxyethyl)amino]ethyl]-N-(carboxymethyl)-beta-alanine C(=O)(O)CCN(CCN(CCC(=O)O)CC(=O)O)CCC(=O)O